4-bromo-N-cyclopropyl-2-(difluoromethoxy)-6-(tridecylmethoxy)benzamide neodymium [Nd].BrC1=CC(=C(C(=O)NC2CC2)C(=C1)OCCCCCCCCCCCCCC)OC(F)F